NCCCNC(=O)C=1C=C2C(=NNC2=CC1)C1=NC2=C(N1)C=C(C=C2)C2=COC=C2 N-(3-aminopropyl)-3-(6-(furan-3-yl)-1H-benzo[d]imidazol-2-yl)-1H-indazole-5-carboxamide